C(C=CC=CCCCCC)(=O)C(O)(C[N+](C)(C)C)CC([O-])=O Decadienoyl-carnitine